OC(C(C1=CC=C(C=C1)OCC(CCC)C)NC([C@@H](COC)C1=CC=CC=C1)=O)(C)C (2R)-N-((7R)-2-hydroxy-2-methyl-1-(4-((2-methylpentyl)oxy)phenyl)propyl)-3-methoxy-2-phenylpropanamide